dimethyl-4-(3-(5-((6,7-difluoroisoquinolin-8-yl)methoxy)-2-fluoro-4-methoxyphenyl)ureido)thiophene-2,3-dicarboxylic acid COC(=O)C1=C(SC=C1NC(=O)NC1=C(C=C(C(=C1)OCC=1C(=C(C=C2C=CN=CC12)F)F)OC)F)C(=O)OC